tert-butyl 6-(4-(4-((2,6-dioxopiperidin-3-yl)amino)-2-fluorophenyl)piperidin-1-yl)-2-azaspiro[3.3]heptane-2-carboxylate O=C1NC(CCC1NC1=CC(=C(C=C1)C1CCN(CC1)C1CC2(CN(C2)C(=O)OC(C)(C)C)C1)F)=O